BrNC1=C(C=C(C=C1[N+](=O)[O-])I)Cl bromo-2-chloro-4-iodo-6-nitro-aniline